2-morpholino-6-(thiophen-3-yl)-4H-pyran-4-one O1CCN(CC1)C=1OC(=CC(C1)=O)C1=CSC=C1